3-bromo-3'-(tert-butyl)-5'-(2,2-dimethylpropyl-1,1-d2)-[1,1'-biphenyl]-2',4',6'-d3-2-amine BrC1=C(C(=CC=C1)C=1C(=C(C(=C(C1[2H])C(C(C)(C)C)([2H])[2H])[2H])C(C)(C)C)[2H])N